(S)-5-azaspiro[2.4]heptane-6-carboxylic acid methyl ester hydrochloride Cl.COC(=O)[C@H]1NCC2(CC2)C1